C(C)OC(=O)C1(CC1)OC1=C(C=C(C(=O)OC)C=C1)[N+](=O)[O-] methyl 4-(1-(ethoxycarbonyl) cyclopropoxy)-3-nitrobenzoate